CN1N=CC(=C1C1=NC=C(C(=C1)OC1CN(C1)C(=O)N1N=CCC1C1=NC=CC=C1)F)C (3-((2-(1,4-dimethyl-1H-pyrazol-5-yl)-5-fluoropyridin-4-yl)oxy)azetidin-1-yl)(5-(pyridin-2-yl)-4,5-dihydro-1H-pyrazol-1-yl)methanone